C(C1=CN=CC=C1)C1=C(N(CC1)C=C)O.[K] potassium 3-nicotinyl-1-vinyl-4,5-dihydro-1H-pyrrol-2-ol